NC1=NC=2C=C(C(=CC2C2=C1C=NN2C)C(=O)N(CC2=NC=C(C=C2F)C#CC(C)(C)O)CC)F 4-amino-N-ethyl-7-fluoro-N-{[3-fluoro-5-(3-hydroxy-3-methylbut-1-ynyl)pyridin-2-yl]methyl}-1-methylpyrazolo[4,3-c]quinoline-8-carboxamide